1-[5-cyano-6-(2,2-difluoro-1,3-benzodioxol-5-yl)-2-(difluoromethyl)pyridine-3-carbonyl]-N-ethyl-N-methyl-piperidine-4-sulfonamide C(#N)C=1C=C(C(=NC1C1=CC2=C(OC(O2)(F)F)C=C1)C(F)F)C(=O)N1CCC(CC1)S(=O)(=O)N(C)CC